(R)-2-(3,5-dichloro-4-((3'-chloro-4'-fluoro-6-hydroxy-[1,1'-biphenyl]-3-yl)methyl)phenoxy)-N-methylpropanamide ClC=1C=C(O[C@@H](C(=O)NC)C)C=C(C1CC=1C=C(C(=CC1)O)C1=CC(=C(C=C1)F)Cl)Cl